C(C)C1=CSC=C1CCC(=O)O 3-ethyl-4-carboxyethylthiophene